2,3-dimethyl-5-ethyl-4-isopropoxyphenol CC1=C(C=C(C(=C1C)OC(C)C)CC)O